6-(2-amino-5-(4-(4-(4,4-difluorobutyl)piperazin-1-yl)-3-((dimethylamino)methyl)phenyl)-6-fluoropyridin-3-yl)-3,4-dihydroisoquinolin-1(2H)-one NC1=NC(=C(C=C1C=1C=C2CCNC(C2=CC1)=O)C1=CC(=C(C=C1)N1CCN(CC1)CCCC(F)F)CN(C)C)F